Cl.N1CC(C1)OC1=CC=NC=C1 4-(azetidin-3-yloxy)-pyridine hydrochloride